CC1=C(C(NC(=C1)C)=O)CC1=C(C(=C(C(=O)N)C=C1C=1C=C2CCC(C2=C(C1)F)N1CCOCC1)C)N(C1CCOCC1)CC ((4,6-dimethyl-2-oxo-1,2-dihydropyridin-3-yl)methyl)-3-(ethyl-(tetrahydro-2H-pyran-4-yl)amino)-5-(7-fluoro-1-morpholino-2,3-dihydro-1H-inden-5-yl)-2-methylbenzamide